C(C1=CC=CC=C1)SC=1C(=NC(=CC1)C)O[C@H](C)CCCCO[Si](C)(C)C(C)(C)C (R)-3-(Benzylthio)-2-((6-((tert-butyldimethylsilyl)oxy)hexan-2-yl)oxy)-6-methylpyridine